FC(OC1=C(C=CC(=C1)F)O)F 2-(difluoromethoxy)-4-fluorophenol